2-((chloromethoxy)carbonyl)oxy-N,N-dimethylethylammonium hydrochloride Cl.ClCOC(=O)OCC[NH+](C)C